C12=C3C(CCC3C(CC1)C2)OC(C=C)=O acrylic acid tricyclo[5.2.1.02,6]Decenyl ester